N1=C(C(=NC=2C3=NC(=C(N=C3C3=NC(=C(N=C3C12)C#N)C#N)C#N)C#N)C#N)C#N 1,4,5,8,9,12-hexaazatriphenylene-2,3,6,7,10,11-hexanitrile